(S)-1-(1-((4'-((3-((4-(4-Aminopyrimidin-2-yl)-1,3-dimethyl-1H-pyrazol-5-yl)oxy)butyl)amino)-6'-chloro-3-fluoro-[2,3'-bipyridin]-5-yl)methyl)piperidin-4-yl)cyclopropan-1-ol NC1=NC(=NC=C1)C=1C(=NN(C1O[C@H](CCNC1=C(C=NC(=C1)Cl)C1=NC=C(C=C1F)CN1CCC(CC1)C1(CC1)O)C)C)C